FC(OC1=C(C=O)C=CC(=C1)N1C(N(CC1)C1=CC=CC=C1)=O)F 2-(difluoromethoxy)-4-(2-oxo-3-phenylimidazolidin-1-yl)benzaldehyde